O1C2=C(OCC1)C=C(C=C2)C(CN2CC1=CC=CC=C1C2)=O 1-(2,3-dihydrobenzo[b][1,4]dioxin-6-yl)-2-(isoindolin-2-yl)ethan-1-one